(1R,3R)-2-(bicyclo[1.1.1]pentan-1-yl)-1-(6-bromo-5-fluoropyridin-3-yl)-3-methyl-2,3,4,9-tetrahydro-1H-pyrido[3,4-b]indole C12(CC(C1)C2)N2[C@@H](C=1NC3=CC=CC=C3C1C[C@H]2C)C=2C=NC(=C(C2)F)Br